2-((2-chloro-5-oxo-5,6,7,8-tetrahydro-1,6-naphthyridin-4-yl)amino)-1-fluoro-5,6,8,9,10,11-hexahydro-7H-pyrido[3',4':4,5]pyrrolo[2,3-f]isoquinolin-7-one ClC1=NC=2CCNC(C2C(=C1)NC=1N=CC=2CCC3=C(C2C1F)NC1=C3C(NCC1)=O)=O